CC=1N=CSC1C1=CC=C(C=C1)CN1C(CCC1)C(=O)N [4-(4-methylthiazol-5-yl)phenyl-methyl]pyrrolidine-2-carboxamide